C(#N)C1=C(C=C(C=C1)NC(=O)N1C2CCC1CC=1C(=NC=CC12)F)C(F)(F)F (±)-N-(4-cyano-3-(trifluoromethyl)phenyl)-1-fluoro-6,7,8,9-tetrahydro-5H-5,8-epiminocyclohepta[c]pyridine-10-carboxamide